BrC=1C=C(\C=N/[S@](=O)C(C)(C)C)C=C(C1)C (R,Z)-N-(3-Bromo-5-methylbenzylidene)-2-methylpropane-2-sulfinamide